C(C1=CC=CC=C1)OC1=C(C=CC=C1F)C1=CC(=CC=C1F)C[C@]1(C[C@H](CC1)NS(=O)(=O)C1CC1)C(=O)N (1R,3S)-1-((2'-(benzyloxy)-3',6-difluoro-[1,1'-biphenyl]-3-yl)methyl)-3-(cyclopropanesulfonamido)cyclopentane-1-carboxamide